Ethyl-(5RS,6RS)-3-oxo-6-(trifluoromethyl)-2-{[6-(trifluoromethyl)pyridin-3-yl]methyl}-2,3,5,6,7,8-hexahydro[1,2,4]triazolo[4,3-a]pyridine-5-carboxylate C(C)OC(=O)[C@H]1[C@@H](CCC=2N1C(N(N2)CC=2C=NC(=CC2)C(F)(F)F)=O)C(F)(F)F |r|